3-(3-chloro-4-formyl-7H-imidazo[4,5-c]pyridazin-7-yl)piperidine-1-carboxylate ClC1=C(C2=C(N=N1)N(C=N2)C2CN(CCC2)C(=O)[O-])C=O